CC1(CC(C1)(C1=NN=CN1C)C=1C=CC(=C(C1)NC(=O)C=1C(N(C=C(C1)CNCC(C)C)C1=CC=C(C=C1)F)=O)F)C N-(5-(3,3-dimethyl-1-(4-methyl-4H-1,2,4-triazol-3-yl)cyclobutyl)-2-fluorophenyl)-1-(4-fluorophenyl)-5-((isobutylamino)methyl)-2-oxo-1,2-dihydropyridine-3-carboxamide